2-(aminomethyl)-7-(3-fluoro-4-(trifluoromethyl)phenyl)-N-(isoquinolin-6-yl)-5-methyl-4,7-dihydropyrazolo[1,5-a]pyrimidine-6-carboxamide NCC1=NN2C(NC(=C(C2C2=CC(=C(C=C2)C(F)(F)F)F)C(=O)NC=2C=C3C=CN=CC3=CC2)C)=C1